C(C1=CC=CC=C1)C(C(=O)O)=C 2-benzylacrylic acid